CN1N=CC2=C1NC1=C(N(C2)C(=O)C2=CC=CC=C2)C=CC=C1 (1-Methyl-4,10-dihydrobenzo[b]pyrazolo[3,4-e][1,4]diazepin-5(1H)-yl)(phenyl)methanone